ON(C(C(C)N(O)O)CC)CCCCCCCCCCCCCCCCCCCCCC N,N',N'-tri-hydroxyethyl-N-behenyl-propylenediamine